8-(4-ethoxy-2-methylphenyl)-9-(4-((1-(3-fluoropropyl)azetidin-3-yl)methyl)phenyl)-6,7-dihydro-5H-benzo[7]annulene-3-carboxylic acid hydrochloride Cl.C(C)OC1=CC(=C(C=C1)C=1CCCC2=C(C1C1=CC=C(C=C1)CC1CN(C1)CCCF)C=CC(=C2)C(=O)O)C